3-(trifluoromethyl)-5-(((4-(3-(5-(trifluoromethyl)pyrimidin-2-yl)-3,8-diazabicyclo[3.2.1]octane-8-carbonyl)phenyl)amino)methyl)pyridine-2(1H)-one FC(C=1C(NC=C(C1)CNC1=CC=C(C=C1)C(=O)N1C2CN(CC1CC2)C2=NC=C(C=N2)C(F)(F)F)=O)(F)F